The molecule is an imidazolium ion resulting from the protonation of the imidazole ring of oxiconazole. It is a conjugate acid of an oxiconazole. C1=CC(=C(C=C1Cl)Cl)CO/N=C(\\C[N+]2=CNC=C2)/C3=C(C=C(C=C3)Cl)Cl